C1CCC2=C(C=3CCCC3C=C12)NC(=O)N=[S@](=O)(N)C1=CN=C(S1)C(C)(C)O (R)-N'-((1,2,3,5,6,7-hexahydro-s-indacen-4-yl)carbamoyl)-2-(2-hydroxypropan-2-yl)thiazole-5-sulfonimidamide